N1C=C(C2=CC=CC=C12)CC(C)N(C(C)C)C(C)C (2-(1H-Indol-3-yl)-1-methyl-ethyl)diisopropylamine